CN(CCCN1N=C(C=2N=C(N=CC21)NC=2C(=CC=1N(C2)N=CN1)C)C1CCOCC1)C 1-(3-(dimethylamino)propyl)-N-(7-methyl-[1,2,4]triazolo[1,5-a]pyridin-6-yl)-3-(tetrahydro-2H-pyran-4-yl)-1H-pyrazolo[4,3-d]pyrimidin-5-amine